3-(heptadecan-9-yloxy)-3-oxopropanoic acid CCCCCCCCC(CCCCCCCC)OC(CC(=O)O)=O